6-{8-[(2-cyano-2-methylideneethyl)amino]-7-methoxynaphthalen-2-yl}-N-(2-methoxyethyl)pyridine-2-carboxamide C(#N)C(CNC=1C(=CC=C2C=CC(=CC12)C1=CC=CC(=N1)C(=O)NCCOC)OC)=C